[Si+4].[Si]([O-])([O-])([O-])[O-].[Li+].[Si+4] silicon-lithium silicate compound with silicon